(R)-4-(4-((1-(3-(2,2-difluoroethyl)-2-fluorophenyl)ethyl)amino)-7-methoxypyrido[2,3-d]pyrimidin-6-yl)tetrahydro-2H-thiopyran 1,1-dioxide FC(CC=1C(=C(C=CC1)[C@@H](C)NC=1C2=C(N=CN1)N=C(C(=C2)C2CCS(CC2)(=O)=O)OC)F)F